1-(4-((1R,5S)-3,8-diazabicyclo[3.2.1]octan-3-yl)-8-fluoro-2-(((S)-1-methylpyrrolidin-2-yl)methoxy)quinazolin-7-yl)-1,2,3,4-tetrahydroquinolin-3-ol [C@H]12CN(C[C@H](CC1)N2)C2=NC(=NC1=C(C(=CC=C21)N2CC(CC1=CC=CC=C21)O)F)OC[C@H]2N(CCC2)C